NC=1C=CC(=C(C1)NC(C)=O)N1CC(CC1)N(C)C N-(5-amino-2-(3-(dimethylamino)pyrrolidin-1-yl)phenyl)acetamide